tert-butyl (1S,5R)-3-[[6-[2-(methoxymethoxy)-4-(1-tetrahydropyran-2-ylpyrazol-4-yl) phenyl] pyridazin-3-yl]-methyl-amino]-8-azabicyclo[3.2.1]octane-8-carboxylate COCOC1=C(C=CC(=C1)C=1C=NN(C1)C1OCCCC1)C1=CC=C(N=N1)N(C1C[C@@H]2CC[C@H](C1)N2C(=O)OC(C)(C)C)C